ClC=1C(=C(C=CC1OC1=CC(=NC=C1)N1C[C@@H](O[C@@H](C1)C)C)NC=1C2=C(N=CN1)NC=C2C2CCN(CC2)C(C=C)=O)F 1-(4-(4-((3-chloro-4-((2-((2S,6R)-2,6-dimethylmorpholino)pyridin-4-yl)oxy)-2-fluorophenyl)amino)-7H-pyrrolo[2,3-d]pyrimidin-5-yl)piperidin-1-yl)prop-2-en-1-one